mono[(oleyl)(styryl)phenyl] ether C(CCCCCCC\C=C/CCCCCCCC)C=1C(=C(C=CC1)OC1=C(C(=CC=C1)CCCCCCCC\C=C/CCCCCCCC)C=CC1=CC=CC=C1)C=CC1=CC=CC=C1